C(C)(C)N1N=C(C=C1)[S@@](=O)(N)=NC(NC1=C2C(=NC(=C1C)C(F)(F)F)CCC2)=O (R)-1-Isopropyl-N'-((3-methyl-2-(trifluoromethyl)-6,7-dihydro-5H-cyclopenta[b]pyridin-4-yl)carbamoyl)-1H-pyrazole-3-sulfonimidamide